BrC=1C=CC(=C(C1)NCC(CCCO)C1CC1)[N+](=O)[O-] 5-((5-bromo-2-nitrophenyl)amino)-4-cyclopropylpentane-1-ol